2-(3-(3-(4-methoxyphenyl)thioureido)-N-methylpropanamido)-3-methylbutanamide COC1=CC=C(C=C1)NC(NCCC(=O)N(C)C(C(=O)N)C(C)C)=S